S1SC(C=C1)C(=O)[O-].[Co+2].S1SC(C=C1)C(=O)[O-] cobalt dithiolate